N-(7-chloro-6-(cyclopentylmethoxy)benzo[d]thiazol-2-yl)-4-(((1S,2S)-2-(dimethylamino)cyclohexyl)amino)-2-fluorobenzenesulfonamide ClC1=C(C=CC=2N=C(SC21)NS(=O)(=O)C2=C(C=C(C=C2)N[C@@H]2[C@H](CCCC2)N(C)C)F)OCC2CCCC2